O=C1NC(CCC1N1C(C2=C3C(C(=CC=C13)CCCNC(CCCCOC1=CC3=C(C(=C(C=C3C=C1)O)N1S(NC(C1)=O)(=O)=O)F)=O)=CC=C2)=O)=O N-[3-[1-(2,6-dioxo-3-piperidyl)-2-oxo-benzo[cd]indol-6-yl]propyl]-5-[[8-fluoro-6-hydroxy-7-(1,1,4-trioxo-1,2,5-thiadiazolidin-2-yl)-2-naphthyl]oxy]pentanamide